FC1(C(C1)C1=NC=NC(=C1C=1N=CC=2C(N1)=C(N(N2)COCC[Si](C)(C)C)CC2=CC=C(C=C2)C=2N(C=C(N2)C(F)(F)F)C)OC)F 5-(4-(2,2-difluorocyclopropyl)-6-methoxypyrimidin-5-yl)-3-(4-(1-methyl-4-(trifluoromethyl)-1H-imidazol-2-yl)benzyl)-2-((2-(trimethylsilyl)ethoxy)methyl)-2H-pyrazolo[4,3-d]pyrimidine